benzyl-(4S)-4-(cyclobutoxymethyl)-5-oxo-oxazolidine-3-carboxylic acid C(C1=CC=CC=C1)C1OC([C@@H](N1C(=O)O)COC1CCC1)=O